2-(1-(pyridin-3-ylmethyl)-4-(2-(thiophen-2-yl)ethyl)piperidin-4-yl)pyridine N1=CC(=CC=C1)CN1CCC(CC1)(CCC=1SC=CC1)C1=NC=CC=C1